N-((1S,2R,5S)-8-(1H-tetrazol-5-yl)-8-azabicyclo[3.2.1]octan-2-yl)-1-(2-methoxy-4-(trifluoromethyl)phenyl)cyclopropane-1-carboxamide N1N=NN=C1N1[C@@H]2[C@@H](CC[C@H]1CC2)NC(=O)C2(CC2)C2=C(C=C(C=C2)C(F)(F)F)OC